BrC1=CC=2C(C(=N1)C)=NN(C2I)C2OCCCC2 5-bromo-3-iodo-7-methyl-2-(tetrahydro-2H-pyran-2-yl)-2H-pyrazolo[3,4-c]pyridine